ClC=1C(=C(C2=C(CN3[C@@H](CO2)CN(CC3)C(C=C)=O)C1)F)C1=C(C=CC=C1C)O 1-[(12AR)-8-chloro-10-fluoro-9-(2-hydroxy-6-methylphenyl)-3,4,12,12a-tetrahydro-6H-pyrazino[2,1-c][1,4]benzoxazepin-2(1H)-yl]prop-2-en-1-one